COC(=O)C=1C(N(N=C(C1)C1=CC=C(C=C1)Cl)C1=CC(=CC=C1)F)=O 6-(4-chlorophenyl)-2-(3-fluorophenyl)-3-oxo-2,3-dihydropyridazine-4-carboxylic acid methyl ester